C([C@@H]1[C@H]([C@@H]([C@H]([C@H](O1)O[C@@H]2[C@H](O[C@H]([C@@H]([C@H]2O)O)O[C@@H]3[C@H](O[C@@H]([C@@H]([C@H]3O)O)O[C@@H]4[C@H](OC([C@@H]([C@H]4O)O)O)CO)CO)CO)O)O)O)O The molecule is a glucotetrose consisting of alpha-D-glucopyranosyl, beta-D-glucopyranosyl, alpha-D-glucopyranosyl and D-glucopyranoseresidues joined in sequence by three (1->4) glycosidic linkages. It derives from a beta-D-Glcp-(1->4)-alpha-D-Glcp-(1->4)-D-Glcp.